(E)-1-bromo-5-methoxy-2-methyl-4-(2-nitrobut-1-en-1-yl)benzene BrC1=C(C=C(C(=C1)OC)\C=C(/CC)\[N+](=O)[O-])C